4-Acetylphenyldiphenylsulfonium tetrafluoroborate F[B-](F)(F)F.C(C)(=O)C1=CC=C(C=C1)[S+](C1=CC=CC=C1)C1=CC=CC=C1